3-(7-(piperidin-3-yl)pyrazolo[1,5-a]pyrimidin-2-yl)pyridin-2-ol hydrochloride Cl.N1CC(CCC1)C1=CC=NC=2N1N=C(C2)C=2C(=NC=CC2)O